2-((1r,5s)-8,8-difluoro-3-azabicyclo[3.2.1]oct-3-yl)-N-(2-sulfamoylpyridin-4-yl)-5-(trifluoromethyl)nicotinamide FC1([C@H]2CN(C[C@@H]1CC2)C2=C(C(=O)NC1=CC(=NC=C1)S(N)(=O)=O)C=C(C=N2)C(F)(F)F)F